N1C=CN2N=CC(=C21)C(=O)N2CC1(C2)CC(C1)NC(=O)NC1=CC(=CC=C1)C(F)(F)F 1-(2-(1H-imidazo[1,2-b]pyrazole-7-carbonyl)-2-azaspiro[3.3]heptan-6-yl)-3-(3-(trifluoromethyl)phenyl)urea